(R)-6-chloro-7-(2-(((3-chloropyridin-2-yl)oxy)methyl)pyrrolidin-1-yl)-1-(1,3-dihydroisobenzofuran-5-yl)-4-oxo-1,4-dihydroquinoline-3-carboxylic acid ClC=1C=C2C(C(=CN(C2=CC1N1[C@H](CCC1)COC1=NC=CC=C1Cl)C=1C=C2COCC2=CC1)C(=O)O)=O